C(C)(C)(C)OC(=O)N1CC2C(C1)CC(C2)(F)F 5,5-Difluorohexahydrocyclopenta[c]pyrrole-2(1H)-carboxylic acid tert-butyl ester